3-AMINO-2-BUTENAL NC(=CC=O)C